CS(=O)(=O)C1=CC=C(C=C1)N1C(C=CC1=O)=O 1-(4-methylsulfonylphenyl)-1H-pyrrole-2,5-dione